2-Chloro-N-[4-Chloro-3-(2-pyridyl)phenyl]-4-(methylsulfonyl)benzamide ClC1=C(C(=O)NC2=CC(=C(C=C2)Cl)C2=NC=CC=C2)C=CC(=C1)S(=O)(=O)C